FC(C(C(=O)N1CCOC=2C(C1)=C(C=CC2)C#N)(C)C)F 4-(3,3-difluoro-2,2-dimethyl-propanoyl)-3,5-dihydro-2H-1,4-benzoxazepine-6-carbonitrile